The molecule is an indole alkaloid isolated from the Amaryllidaceae family and has been shown to exhibit cytotoxic activity. It has a role as an antineoplastic agent and a metabolite. It is an indole alkaloid, a delta-lactone, a secondary alcohol and an organic heteropentacyclic compound. CN1CCC2=C[C@@H]([C@@H]3[C@H]([C@@H]21)C4=CC5=C(C=C4C(=O)O3)OCO5)O